N-((S)-1-(2-((R)-2-chloro-2-fluoroacetyl)-2-(((S)-2-oxopyrrolidin-3-yl)methyl)hydrazino)-3-(1-methylcyclopropyl)-1-oxopropan-2-yl)-5-(difluoromethyl)isoxazole-3-carboxamide Cl[C@H](C(=O)N(NC([C@H](CC1(CC1)C)NC(=O)C1=NOC(=C1)C(F)F)=O)C[C@H]1C(NCC1)=O)F